1-(4-methoxyphenyl)-3-(4-(methylsulfonyl)piperazin-1-yl)pyrazin-2(1H)-one COC1=CC=C(C=C1)N1C(C(=NC=C1)N1CCN(CC1)S(=O)(=O)C)=O